C(C)(C)(C)OCCN(CC[C@@H](C(=O)O)NC(C(C)(C1=CC=CC=C1)C)=O)CCCCC1=NC=2NCCCC2C=C1 (S)-4-((2-(tert-butoxy)ethyl)(4-(5,6,7,8-tetrahydro-1,8-naphthyridin-2-yl)butyl)amino)-2-(2-methyl-2-phenylpropanamido)butanoic acid